8-bromo-7-fluoronaphthalene-1,3-diol BrC=1C(=CC=C2C=C(C=C(C12)O)O)F